2-((4-(1-(6-(Difluoromethyl)pyridin-2-yl)pyrrolidin-3-yl)pyridin-2-yl)methyl)isoindoline-1,3-dione FC(C1=CC=CC(=N1)N1CC(CC1)C1=CC(=NC=C1)CN1C(C2=CC=CC=C2C1=O)=O)F